C1(CC1)[C@@]1(OC2=C(C1)C=C(C(=C2)N2CCC(CC2)(CO)F)NC(=O)C=2C=NN1C2N=CC=C1)C N-[(2R)-2-cyclopropyl-6-[4-fluoro-4-(hydroxymethyl)-1-piperidyl]-2-methyl-3H-benzofuran-5-yl]pyrazolo[1,5-a]pyrimidine-3-carboxamide